(S)-3-((4-((2-(2-(2-((3,4-dimethoxybenzyl)amino)-2-oxoacetyl)-4,4-difluoropyrrolidin-1-yl)-2-oxoethyl)carbamoyl)quinolin-6-yl)oxy)-N,N,N-trimethylpropan-1-aminium iodide [I-].COC=1C=C(CNC(C(=O)[C@H]2N(CC(C2)(F)F)C(CNC(=O)C2=CC=NC3=CC=C(C=C23)OCCC[N+](C)(C)C)=O)=O)C=CC1OC